C(#N)C1=C(C=C(C=C1)N1CCC(CC1)C(=O)NC1=CC=C(C=N1)N1CCC(CC1)CN1CCN(CC1)C1CCN(CC1)C=1C=CC(=NC1)C(=O)NC1C(NC(CC1)=O)=O)C(F)(F)F 5-(4-(4-((1-(6-(1-(4-cyano-3-(trifluoromethyl)phenyl)piperidine-4-carboxamido)pyridin-3-yl)piperidin-4-yl)methyl)piperazin-1-yl)piperidin-1-yl)-N-(2,6-dioxopiperidin-3-yl)picolinamide